2-[3-(2-methoxy-1-methyl-vinyl)-4-methyl-phenyl]acetic acid COC=C(C)C=1C=C(C=CC1C)CC(=O)O